5-(2-(((1s,4s)-4-cyanocyclohexyl)amino)-2-oxoacetyl)-N-(4-fluoro-3-methylphenyl)-1,2,4-trimethyl-1H-pyrrole-3-carboxamide C(#N)C1CCC(CC1)NC(C(=O)C1=C(C(=C(N1C)C)C(=O)NC1=CC(=C(C=C1)F)C)C)=O